3-(3,3-difluoropyrrolidin-1-yl)-6-(imidazo[1,2-a]pyridin-6-yl)-5-methyl-2-phenylpyrazolo[1,5-a]pyrimidin-7(4H)-one FC1(CN(CC1)C=1C(=NN2C1NC(=C(C2=O)C=2C=CC=1N(C2)C=CN1)C)C1=CC=CC=C1)F